3-(benzylamino)-5-(3,5-difluorophenyl)-4H-benzo[e][1,2,4]thiadiazine 1,1-dioxide C(C1=CC=CC=C1)NC1=NS(C2=C(N1)C(=CC=C2)C2=CC(=CC(=C2)F)F)(=O)=O